N1C=NC(=C1)[C@H](C)N1C(N=C(C2=CC=C(C=C12)C(F)(F)F)N1C[C@@H](CC1)OC)=O 1-((S)-1-(1H-imidazol-4-yl)ethyl)-4-((R)-3-methoxypyrrolidin-1-yl)-7-(trifluoromethyl)quinazolin-2(1H)-one